tert-butyl N-[(3R)-5-[(4-chlorophenyl)methyl]-7-[2-(5,5-difluoro-1-methyl-3-piperidyl) tetrazol-5-yl]-8-fluoro-1,1,4-trioxo-2,3-dihydro-1λ6,5-benzothiazepin-3-yl]carbamate ClC1=CC=C(C=C1)CN1C([C@H](CS(C2=C1C=C(C(=C2)F)C=2N=NN(N2)C2CN(CC(C2)(F)F)C)(=O)=O)NC(OC(C)(C)C)=O)=O